C(C1=CC=CC=C1)N1C=NC=C1C=O 1-benzyl-1H-imidazole-5-carbaldehyde